COC1=CC=C2N=C(C(=NC2=C1)OC1CC(NC1)C(=O)[O-])C(F)(F)F 4-((7-methoxy-3-(trifluoromethyl)quinoxalin-2-yl)oxy)pyrrolidine-2-carboxylate